N1=CN=C2C=3C(=CC=CC13)C=CC=N2 azepino[2,3,4-de]quinazolin